O=C1N(CCC(N1)=O)C1=NN(C2=CC(=CC=C12)N[C@H]1[C@@H](CN(CC1)C(=O)OC(C)(C)C)C)C tert-butyl (3R,4R)-4-[[3-(2,4-dioxohexahydropyrimidin-1-yl)-1-methyl-indazol-6-yl]amino]-3-methyl-piperidine-1-carboxylate